2-Amino-4-butoxy-6-(4-(pyrrolidin-1-ylmethyl)benzyl)pyridine NC1=NC(=CC(=C1)OCCCC)CC1=CC=C(C=C1)CN1CCCC1